(2S,4S)-4-(triazol-1-yl)pyrrolidine-2-carboxylic acid N1(N=NC=C1)[C@H]1C[C@H](NC1)C(=O)O